5-((1S)-(2-(1-methyl-indol-3-yl)-1-aminoethyl)-3-adamantylmethyl)-1,2,4-oxadiazole CN1C=C(C2=CC=CC=C12)CC(N)[C@@H](C1=NC=NO1)C12CC3CC(CC(C1)C3)C2